FC1=C2CCCC2=C(C=C1)F 4,7-difluoro-2,3-dihydro-1H-indene